C(C1=CC=CC=C1)N(CCN)C=1SC(=C(N1)C1=CC(=C(C=C1)Cl)Cl)CC(C)C N1-benzyl-N1-(4-(3,4-dichlorophenyl)-5-isobutylthiazol-2-yl)ethane-1,2-diamine